C(C)(C)OC1=NC=2N(C=C1C(=O)NC1=NN(C=C1)C)C=C(N2)C21COC(C2)(C1)C 7-isopropoxy-N-(1-methyl-1H-pyrazol-3-yl)-2-(1-methyl-2-oxabicyclo[2.1.1]hexan-4-yl)imidazo[1,2-a]pyrimidine-6-carboxamide